FC(C)(F)C1CN(C1)C=1C=C2C(=CC=NC2=CC1)C(=O)O 6-(3-(1,1-difluoroethyl)azetidin-1-yl)quinoline-4-carboxylic acid